F[C@@H](C=1C=CC2=C(C=C(S2)C(=O)OC2=C(C(=C(C(=C2F)F)F)F)F)C1)P(O)(O)=O [(R)-fluoro({2-[(2,3,4,5,6-pentafluorophenoxy)carbonyl]-1-benzothiophen-5-yl})methyl]phosphonic acid